3,3-bis(4-cyanato-3-methyl-Phenyl)isobenzofuran-1(3H)-one O(C#N)C1=C(C=C(C=C1)C1(OC(C2=CC=CC=C12)=O)C1=CC(=C(C=C1)OC#N)C)C